[6-[6-[(2S,6R)-2,6-dimethylmorpholin-4-yl]pyrazin-2-yl]-3-isoquinolinyl]methylamine C[C@H]1CN(C[C@H](O1)C)C1=CN=CC(=N1)C=1C=C2C=C(N=CC2=CC1)CN